1-{2-[4-(Butylsulfonyl)-1,4-diazepan-1-yl]propyl}-4-methyl-5-({2-[6-(2,2,2-trifluoroethyl)quinazolin-4-yl]-2,7-diazaspiro[3.5]non-7-yl}methyl)-1H-indole-2-carbonitrile C(CCC)S(=O)(=O)N1CCN(CCC1)C(CN1C(=CC2=C(C(=CC=C12)CN1CCC2(CN(C2)C2=NC=NC3=CC=C(C=C23)CC(F)(F)F)CC1)C)C#N)C